ClC=1N=C(NC1[C@H]1[C@H](CN(CC1)S(=O)(=O)C=CC(=O)NCC(C)(C)O)C)C1=NC=C(C=C1)F 3-[[(3R,4R)-4-[4-Chloro-2-(5-fluoro-2-pyridyl)-1H-imidazol-5-yl]-3-methyl-1-piperidyl]sulfonyl]-N-(2-hydroxy-2-methyl-propyl)propenamide